tridecafluoro-1-octene FC(C(C(C(C(C(C=C)(F)F)(F)F)(F)F)(F)F)(F)F)(F)F